tris(aminoethyl)phosphine NCCP(CCN)CCN